ethyl 3-(difluoromethyl)-5-(hydroxymethylidene)-4-oxo-4,5,6,7-tetrahydro-1-benzofuran-2-carboxylate FC(C1=C(OC2=C1C(C(CC2)=CO)=O)C(=O)OCC)F